ClC=1C=C2C(=C(C(NC2=CC1)=O)C1=NN(C(C1)C1=CC=C(C=C1)OC)C(=O)C1CCOCC1)C 6-chloro-3-(5-(4-methoxyphenyl)-1-(tetrahydro-2H-pyran-4-carbonyl)-4,5-dihydro-1H-pyrazol-3-yl)-4-methylquinolin-2(1H)-one